C1(CCCCC1)NC1=C(N=C2N1NC=C2C#N)C2=C(C=CC=C2)F 3-(cyclohexylamino)-2-(2-fluorophenyl)-5H-imidazo[1,2-b]pyrazole-7-carbonitrile